FC(OC=1C=C(C=CC1)C1=NN(C=2C1=NC=C(C2)C(=O)NC2(COCC2)CO)C(C)C)F 3-[3-(difluoromethoxy)phenyl]-N-[3-(hydroxymethyl)tetrahydrofuran-3-yl]-1-isopropyl-pyrazolo[4,3-b]pyridine-6-carboxamide